CC1=NC(=CC=C1S(=O)(=O)N1CCC2(CC(C2)=O)CC1)C(F)(F)F 7-((2-methyl-6-(trifluoromethyl)pyridin-3-yl)sulfonyl)-7-azaspiro[3.5]nonan-2-one